pyridinyloxycarboxylate N1=C(C=CC=C1)OC(=O)[O-]